8-(1-methyl-1H-pyrazol-4-yl)-1,3-dihydro-2H-pyrrolo[2,3-c]isoquinolin-2-one CN1N=CC(=C1)C1=CC=2C3=C(N=CC2C=C1)NC(C3)=O